(1r,4r)-4-(prop-2-yn-1-yloxy)cyclohexan-1-ol C(C#C)OC1CCC(CC1)O